tert-butyl N-[5-[[2-[4-(2,6-dibenzyloxy-3-pyridyl)phenoxy]acetyl]amino]pentyl]carbamate C(C1=CC=CC=C1)OC1=NC(=CC=C1C1=CC=C(OCC(=O)NCCCCCNC(OC(C)(C)C)=O)C=C1)OCC1=CC=CC=C1